C(C1=CC=CC=C1)(C1=CC=CC=C1)NCC(=O)C1=CC(=C(C=C1)O)O 2-(benzhydryl-amino)-3',4'-dihydroxyacetophenone